C(C1=CC=CC=C1)OC(=O)NCCOCCN1N=C(C=C1)C(=O)OCC ethyl 1-(2-(2-(((benzyloxy)carbonyl)amino)ethoxy)ethyl)-1H-pyrazole-3-carboxylate